4-amino-2-(4-(tert-butyl)-2-hydroxyphenyl)-6-methylpyrimidine-5-carboxylic acid NC1=NC(=NC(=C1C(=O)O)C)C1=C(C=C(C=C1)C(C)(C)C)O